N1N=CC(=C1)NC1=NC=C(C(=N1)C=1NC2=CC(=CC=C2C1)C#N)C(F)(F)F 2-(((1H-pyrazol-4-yl)amino)-5-(trifluoromethyl)pyrimidin-4-yl)-1H-indole-6-carbonitrile